CC1=C(C=CC=C1C1=NC(=C(C=O)C=C1)OC)C1=C(C(=CC=C1)C#CC1CCNCC1)C 6-(2,2'-dimethyl-3'-(piperidin-4-ylethynyl)-[1,1'-biphenyl]-3-yl)-2-methoxynicotinaldehyde